1,6,10-tribromo-N-(cyclohexyl)perylene-3,4-dicarboxylic acid imide BrC1=CC(=C2C(=CC(=C3C4=CC=CC5=C(C=CC(C1=C23)=C45)Br)Br)C(=O)O)C(O)=NC4CCCCC4